(3R)-3-amino-2-methyl-heptan-2-ol hydrochloride Cl.N[C@@H](C(C)(O)C)CCCC